1-(2-bromo-4-fluorophenyl)-3-(6-methoxy-2-methylpyridin-3-yl)-6-(trifluoromethyl)-2,3-dihydroquinazolin-4(1H)-one BrC1=C(C=CC(=C1)F)N1CN(C(C2=CC(=CC=C12)C(F)(F)F)=O)C=1C(=NC(=CC1)OC)C